5-(3-(4-methylpent-1-ynyl)phenoxy)-1H-1,2,3-triazole-4-carboxylic acid CC(CC#CC=1C=C(OC2=C(N=NN2)C(=O)O)C=CC1)C